8-(n-propoxycarbonylnaphthyl)-tetracyclo[4.4.0.12,5.17,10]-3-dodecene C(CC)OC(=O)C1=C(C2=CC=CC=C2C=C1)C1C2C3C4C=CC(C3C(C1)C2)C4